1-allyl-4-hydroxy-N-(4H-1,2,4-triazol-3-yl)-1H-2,1-benzothiazine-3-carboxamide 2,2-dioxide C(C=C)N1S(C(=C(C2=C1C=CC=C2)O)C(=O)NC2=NN=CN2)(=O)=O